ClC=1C(=NC(=C(C1)C(F)(F)F)Cl)C(=O)N 3,6-dichloro-5-(trifluoromethyl)pyridine-2-carboxamide